1-(3-hydroxy-3-methyl-cyclobutyl)propan-2-one OC1(CC(C1)CC(C)=O)C